FC1=C(C(=CC(=C1)C1=NC(=CC=C1)SC(C)C)F)N1CC(CCC1)CC(=O)O 2-[1-[2,6-difluoro-4-(6-isopropylthio-2-pyridyl)phenyl]-3-piperidyl]acetic acid